C([C@@H]1[C@H]([C@@H]([C@H]([C@H](O1)O[C@H]([C@@H](CO)O)[C@@H]([C@H](CO)O)O)O)O)O)O The molecule is an alpha-D-glucoside consisting of D-glucitol having an alpha-D-glucosyl residue attached at the 4-position. Used as a sugar substitute. It has a role as a metabolite, a laxative and a sweetening agent. It derives from an alpha-D-glucose and a D-glucitol.